BrC=1C=C(CNCCCCOCCOC2=NC=3N=C(C=CC3C3=C2C=CN=C3)C(=O)O)C=CC1OC(F)(F)F 5-(2-(4-((3-Bromo-4-(trifluoromethoxy)benzyl)amino)butoxy)ethoxy)pyrido[4,3-c][1,8]naphthyridine-8-carboxylic acid